NCC1(CC(C1)(F)F)COC=1C=NC2=CC=CN=C2C1C1=CC(=NN1)NC=1N=CC(=NC1)C#N 5-{[5-(3-{[1-(Aminomethyl)-3,3-difluorocyclobutyl]methoxy}-1,5-naphthyridin-4-yl)-1H-pyrazol-3-yl]amino}pyrazine-2-carbonitrile